C1(=CC(=CC=C1)OC1CC2C(CN(C2)C(=O)N2N=C(C=C2)C(=O)O)C1)C 1-(trans-5-(m-tolyloxy)octahydro-cyclopenta[c]pyrrole-2-carbonyl)-1H-pyrazole-3-carboxylic acid